CC1=NOC(=C1C=1C=C2C(=NC(=NC2=CC1)N1CCN(CC1)CC(C)(O)C)N1[C@H](COCC1)C1=CC=CC=C1)C (S)-1-(4-(6-(3,5-dimethylisoxazol-4-yl)-4-(3-phenylmorpholino)quinazolin-2-yl)piperazin-1-yl)-2-methylpropan-2-ol